2-((5-((5-(3,5-Dimethylisoxazol-4-yl)-2-methylphenyl)(4-fluoro-3-(1H-imidazol-1-yl)phenyl)amino)phenyl)oxy)acetic acid CC1=NOC(=C1C=1C=CC(=C(C1)N(C=1C=CC=C(C1)OCC(=O)O)C1=CC(=C(C=C1)F)N1C=NC=C1)C)C